(difluoromethyl)-N-(3-isobutyl-1,1-dimethyl-indan-4-yl)pyridine-3-carboxamide FC(F)C1=NC=CC=C1C(=O)NC1=C2C(CC(C2=CC=C1)(C)C)CC(C)C